3-(benzyloxy)-2-methyl-1-(2-(naphthalen-2-yl)-2-oxoethyl)pyridin-4(1H)-one C(C1=CC=CC=C1)OC1=C(N(C=CC1=O)CC(=O)C1=CC2=CC=CC=C2C=C1)C